di-n-dodecyldiethoxysilane C(CCCCCCCCCCC)[Si](OCC)(OCC)CCCCCCCCCCCC